C=1(C(=CC=CC1)N)C=1C(=CC=CC1)N biphenyl-2,2'-diamine